C(CCCCCC(=O)O)(=O)SCCNC(CCNC([C@@H](C(COP(OP(OC[C@@H]1[C@H]([C@H]([C@@H](O1)N1C=NC=2C(N)=NC=NC12)O)OP(=O)(O)O)(=O)O)(=O)O)(C)C)O)=O)=O pimelyl-CoA